1,2,5-trimethyl-3-(4,4,5,5-tetramethyl-1,3,2-dioxaborolan-2-yl)-1H-pyrrole CN1C(=C(C=C1C)B1OC(C(O1)(C)C)(C)C)C